(3R,4S)-3-cyclopropyl-4-methyl-2-oxo-1-[6-[2-(trifluoromethyl)pyridin-4-yl]pyrrolo[1,2-b]pyridazin-4-yl]pyrrolidine-3-carbonitrile C1(CC1)[C@]1(C(N(C[C@H]1C)C=1C=2N(N=CC1)C=C(C2)C2=CC(=NC=C2)C(F)(F)F)=O)C#N